N-((2R,3R)-1-(azetidine-1-carbonyl)-2-(3-(cyclopropylethynyl)-2-fluorobenzyl)pyrrolidin-3-yl)ethanesulfonamide N1(CCC1)C(=O)N1[C@@H]([C@@H](CC1)NS(=O)(=O)CC)CC1=C(C(=CC=C1)C#CC1CC1)F